tert-butyl (3S,5S,6R)-3-((7-fluoro-1-hydroxy-1,3-dihydrobenzo[c][1,2]oxaborol-4-yl)methyl)-2-oxo-5,6-diphenylmorpholine-4-carboxylate FC1=CC=C(C2=C1B(OC2)O)C[C@@H]2N([C@H]([C@H](OC2=O)C2=CC=CC=C2)C2=CC=CC=C2)C(=O)OC(C)(C)C